2-(1-cyclohexenyl)ethylamino-1-(3-methylphenyl)-1H-pyrazolo[3,4-d]pyrimidine C1(=CCCCC1)CCNC1=NN(C2=NC=NC=C21)C2=CC(=CC=C2)C